6'-chloro-1'-(1-propyl-1H-pyrazol-4-yl)-1,3-dihydrospiro[indene-2,3'-indolin]-2'-one ClC1=CC=C2C3(C(N(C2=C1)C=1C=NN(C1)CCC)=O)CC1=CC=CC=C1C3